CC(C=O)(C)C 2,2-dimethyl-propanal